ClC1=CC2=C(N=C(C=3N2C=NC3)NCC3=C(C=C(C=C3)OC)OC)C=N1 8-chloro-N-(2,4-dimethoxybenzyl)imidazo[1,5-a]pyrido[3,4-e]pyrazine-4-amine